CC1(C=CC=C1)[Ti](N(C)C)(N(C)C)N(C)C (methylcyclopentadienyl)tris(dimethylamino)titanium